(1R,4r)-4-(2-(((R)-2-(3-fluorophenyl)-2-hydroxyethyl)amino)-2-methyl-propyl)cyclohexane-1-carboxylic acid acetate C(C)(=O)O.FC=1C=C(C=CC1)[C@H](CNC(CC1CCC(CC1)C(=O)O)(C)C)O